methyl (R)-3-((cyanomethyl)amino)-4-(1-((5-methoxy-7-methyl-1H-indol-4-yl)methyl)piperidin-2-yl)benzoate C(#N)CNC=1C=C(C(=O)OC)C=CC1[C@@H]1N(CCCC1)CC1=C2C=CNC2=C(C=C1OC)C